N-[2-hydroxy-3-octadecylamino]-propyl-trimethyl-ammonium chloride [Cl-].OC(C)C(CCCCCCCCCCCCCCC)N[N+](CCCC)(C)C